5-(hex-1-yn-1-yl)benzo[de]isochromene-1,3-dione C(#CCCCC)C=1C=C2C3=C(C(OC(C3=CC=C2)=O)=O)C1